C(C)(C)(C)OC(=O)N1C(C(CCC1)=O)CC1=CC(=CC=C1)I 2-(3-iodobenzyl)-3-oxopiperidine-1-carboxylic acid tert-butyl ester